CC(CCC(=O)O)=CC 4-methylhex-4-enoic acid